7-(7-(8-ethylnaphthalen-1-yl)-8-fluoro-2-((hexahydro-1H-pyrrolizin-7a-yl)methoxy)pyrido[4,3-d]pyrimidin-4-yl)-2,7-diazaspiro[4.5]decan-3-one C(C)C=1C=CC=C2C=CC=C(C12)C1=C(C=2N=C(N=C(C2C=N1)N1CC2(CC(NC2)=O)CCC1)OCC12CCCN2CCC1)F